dioxasila-thiol O1O[SiH2]SC1